1-(((3S,5R,8R,9S,10S,13R,14S,17R)-14-hydroxy-10,13-dimethyl-17-(2-oxo-2H-pyran-5-yl)hexadecahydro-1H-cyclopenta[a]phenanthren-3-yl)oxy)ethyl acetate C(C)(=O)OC(C)O[C@H]1CC[C@@]2([C@H]3CC[C@@]4([C@H](CC[C@@]4([C@@H]3CC[C@@H]2C1)O)C=1C=CC(OC1)=O)C)C